2-((2R,4R)-1-(2-(3-acetyl-5-(2-methylpyrimidin-5-yl)-1H-indazol-1-yl)acetyl)-4-fluoropyrrolidin-2-yl)-N-hydroxyacetamide C(C)(=O)C1=NN(C2=CC=C(C=C12)C=1C=NC(=NC1)C)CC(=O)N1[C@@H](C[C@H](C1)F)CC(=O)NO